(S)-2-(3-hydroxy-pyridin-2-ylamino)-5,5-dimethyl-4,5-dihydro-thiazole-4-carboxylic acid hydrochloride Cl.OC=1C(=NC=CC1)NC=1SC([C@@H](N1)C(=O)O)(C)C